N-(3-dimethylaminopropyl)-N'-decylcarbodiimide hydrochloride Cl.CN(CCCN=C=NCCCCCCCCCC)C